BrC=1C(=NC(=NC1)NC(C)(C)C)N[C@@H]1CC[C@H]([C@@H](C1)O)C (1R,2R,5R)-5-((5-bromo-2-(tert-butylamino)pyrimidin-4-yl)amino)-2-methylcyclohexan-1-ol